N-(2-(1-((1-(2-(2,6-dioxopiperidin-3-yl)-1,3-dioxoisoindoline-5-yl)piperidin-4-yl)methyl)piperidin-4-yl)-6-methoxy-2H-indazol-5-yl)-6-(trifluoromethyl)picolinamide O=C1NC(CCC1N1C(C2=CC=C(C=C2C1=O)N1CCC(CC1)CN1CCC(CC1)N1N=C2C=C(C(=CC2=C1)NC(C1=NC(=CC=C1)C(F)(F)F)=O)OC)=O)=O